CC1=NC(=NC=2N([C@H](C(N(C12)C)=O)C)C)NCC=1C=NN(C1)CC1=C(C(=C(C=C1)F)F)F (7S)-4,5,7,8-tetramethyl-2-(((1-(2,3,4-trifluorobenzyl)-1H-pyrazol-4-yl)methyl)amino)-7,8-dihydropteridin-6(5H)-one